FC1=CC(=C(C=C1C=1C=NC(=NC1)N1CC(OC(C1)(C)C)(C)C)NC(=O)C1=CNC(C=C1C(F)(F)F)=O)N1C[C@H](N([C@H](C1)C)C)C |r| N-[4-fluoro-2-[rac-(3R,5S)-3,4,5-trimethylpiperazin-1-yl]-5-[2-(2,2,6,6-tetramethylmorpholin-4-yl)pyrimidin-5-yl]phenyl]-6-oxo-4-(trifluoromethyl)-1H-pyridine-3-carboxamide